FC=1C=C(C=CC1)C1=C2C(=NN1C)[C@H]1CCC[C@@H](C2)N1 (5S,9R)-3-(3-fluorophenyl)-2-methyl-4,5,6,7,8,9-hexahydro-2H-5,9-epiminocycloocta[c]pyrazole